N1(CCC1)CC1=C(C=CC(=C1)Br)N1CCOCC1 4-(2-(azetidin-1-ylmethyl)-4-bromophenyl)morpholine